C(CN1C(=NC2=C1C=CC(=C2OC)C(N)=O)C2=C(C(=O)O)C=C(C=C2F)F)N2C(=NC1=C2C=CC(=C1OC)C(N)=O)C1=C(C(=O)O)C=C(C=C1F)F 2'-(ethane-1,2-diylbis(5-carbamoyl-4-methoxy-1H-benzo[d]imidazol-1,2-diyl))bis(3,5-difluorobenzoic acid)